The molecule is a branched amino oligosaccharide comprising a linear trisaccharide of beta-D-mannose and two N-acetyl-beta-D-glucosamine residues all linked in sequence (1->4), to the mannosyl residue of which is (1->4)-linked an N-acetyl-beta-D-glucosaminyl residue, together with two N-acetyl-beta-D-glucosaminyl-(1->4)-[N-acetyl-alpha-neuraminyl-(2->6)-beta-D-galactosyl-(1->4)-N-acetyl-beta-D-glucosaminyl-(1->2)-alpha-D-mannosyl tetrasaccharide units linked (1->3) and (1->6). It is an amino oligosaccharide and a glucosamine oligosaccharide. CC(=O)N[C@@H]1[C@H](C[C@@](O[C@H]1[C@@H]([C@@H](CO)O)O)(C(=O)O)OC[C@@H]2[C@@H]([C@@H]([C@H]([C@@H](O2)O[C@@H]3[C@H](O[C@H]([C@@H]([C@H]3O)NC(=O)C)O[C@H]4[C@H]([C@@H]([C@H](O[C@@H]4OC[C@@H]5[C@H]([C@@H]([C@@H]([C@@H](O5)O[C@@H]6[C@H](O[C@H]([C@@H]([C@H]6O)NC(=O)C)O[C@@H]7[C@H](O[C@H]([C@@H]([C@H]7O)NC(=O)C)O)CO)CO)O)O[C@@H]8[C@H]([C@H]([C@@H]([C@H](O8)CO)O)O)O[C@H]9[C@@H]([C@H]([C@@H]([C@H](O9)CO)O[C@H]1[C@@H]([C@H]([C@H]([C@H](O1)CO[C@@]1(C[C@@H]([C@H]([C@@H](O1)[C@@H]([C@@H](CO)O)O)NC(=O)C)O)C(=O)O)O)O)O)O)NC(=O)C)O[C@H]1[C@@H]([C@H]([C@@H]([C@H](O1)CO)O)O)NC(=O)C)CO)O)O)CO)O)O)O)O